indium (Iii)-gallium [Ga+3].[In+3]